(S)-6-(4-(methoxycarbonyl)phenyl)-4-(1-methyl-1H-pyrazol-5-yl)-3,6-dihydropyridine COC(=O)C1=CC=C(C=C1)[C@@H]1C=C(CC=N1)C1=CC=NN1C